[N-]=[N+]=[N-].[Li+] Lithium azid